2-(2-phenylquinolin-7-yl)-4,5,5a,6,8,8a-hexahydrofurano[3,4-e]pyrazolo[1,5-a]pyrimidine-3-carbonitrile C1(=CC=CC=C1)C1=NC2=CC(=CC=C2C=C1)C1=NN2C(NCC3C2COC3)=C1C#N